N1(CCCC1)C=1C=C(C=CC1F)B1OC(C)(C)C(C)(C)O1 3-(pyrrolidin-1-yl)-4-fluorophenylboronic acid pinacol ester